O(C1=CC=CC=C1)C(OC1=CC=CC=C1)(OC1=CC=CC=C1)C1=C(C=CC=C1)O tri(phenoxy)methylphenol